(acetyl)benzenesulfonamide C(C)(=O)C1=C(C=CC=C1)S(=O)(=O)N